cyclohexyl-5-norbornene-2,3-dicarboxylic anhydride C1(CCCCC1)C12C3C(C(C=C1)C2)C(=O)OC3=O